4-(((4-(((adamantan-1-yl)amino)methyl)thiazol-2-yl)methyl)thio)-2-(2,6-dioxopiperidin-3-yl)-7-fluoroisoindoline-1,3-dione C12(CC3CC(CC(C1)C3)C2)NCC=2N=C(SC2)CSC2=C3C(N(C(C3=C(C=C2)F)=O)C2C(NC(CC2)=O)=O)=O